CC1CC2C(CC1COC(CCCCC(=O)OCC1CC3C(CC1C)O3)=O)O2 adipic acid bis(3,4-epoxy-6-methylcyclohexylmethyl) ester